O1-tert-butyl O4-methyl 4-[2-[[(1S)-1-benzyloxycarbonyl-2-methyl-propyl]amino]ethyl]piperidine-1,4-dicarboxylate C(C1=CC=CC=C1)OC(=O)[C@H](C(C)C)NCCC1(CCN(CC1)C(=O)OC(C)(C)C)C(=O)OC